C(C)(=O)C1=C(C=C2CC(N3C(C2=C1)=CC(C(=C3)C(=O)O)=O)C(C)C)C=3N=C(SC3)C(C)C 10-acetyl-6-isopropyl-9-(2-isopropylthiazol-4-yl)-2-oxo-6,7-dihydro-2H-pyrido[2,1-a]isoquinoline-3-carboxylic acid